1-(3-((2,6-dichloro-1-(1-propyl-1H-pyrazol-4-yl)-7-fluoro-1H-indol-3-yl)thio)-2-fluorophenyl)cyclopropanecarboxylic acid ClC=1N(C2=C(C(=CC=C2C1SC=1C(=C(C=CC1)C1(CC1)C(=O)O)F)Cl)F)C=1C=NN(C1)CCC